COC=1C=C(CN2C(=NC=3C2=NC=C(C3)C=3C=NN(C3)C)N)C=CC1OCC1=CC=C(C=C1)OC 3-(3-methoxy-4-((4-methoxybenzyl)oxy)benzyl)-6-(1-methyl-1H-pyrazol-4-yl)-3H-imidazo[4,5-b]Pyridine-2-amine